iron-chromium-molybdenum-aluminum-silicon [Si].[Al].[Mo].[Cr].[Fe]